5-[1-(4,4-difluoro-2,2-dimethylbutyl)-1H-pyrazol-4-yl]-6-(1,2-dimethyl-1H-benzimidazol-5-yl)pyridine-2-carbonitrile FC(CC(CN1N=CC(=C1)C=1C=CC(=NC1C1=CC2=C(N(C(=N2)C)C)C=C1)C#N)(C)C)F